(1R,3S)-5,5-difluoro-N1-{[4-(5-methoxypyridin-3-yl)phenyl]methyl}-N3-[6-(2,2,2-trifluoroethyl)thieno[2,3-d]pyrimidin-4-yl]cyclohexane-1,3-diamine hydrochloride Cl.FC1(C[C@H](C[C@H](C1)NCC1=CC=C(C=C1)C=1C=NC=C(C1)OC)NC=1C2=C(N=CN1)SC(=C2)CC(F)(F)F)F